N-(4-amino-3,4-dioxo-1-phenylbutan-2-yl)-1-(difluoromethyl)-3-(quinazolin-4-yl)-1H-pyrazole-4-carboxamide NC(C(C(CC1=CC=CC=C1)NC(=O)C=1C(=NN(C1)C(F)F)C1=NC=NC2=CC=CC=C12)=O)=O